3-(chloromethyl)-1,4-dihydro-1,2,4-triazol-5-one ClCC1=NNC(N1)=O